CC=1C(=CC=C2C(CCOC12)=O)O[C@@H](C1=CC=C(C(=O)OC)C=C1)C1=CC=CC=C1 (R,S)-Methyl 4-(((8-methyl-4-oxochroman-7-yl)oxy)(phenyl)methyl)benzoate